[NH+]=1NN=CC1.CN(CCN)C N,N-dimethylethylenediamine triazolium salt